(1S,4S)-5-(5-ethynyl-2-fluorophenyl)-2,5-diazabicyclo[2.2.1]heptane-2-carboxylic acid tert-butyl ester C(C)(C)(C)OC(=O)N1[C@@H]2CN([C@H](C1)C2)C2=C(C=CC(=C2)C#C)F